FC1=CC2=C(C=C3N2C(=NN(C3=O)CC(=O)NCCC(C)(C)O)C(C)C)S1 2-(2-fluoro-5-isopropyl-8-oxothieno[2',3':4,5]pyrrolo[1,2-d][1,2,4]triazin-7(8H)-yl)-N-(3-hydroxy-3-methylbutyl)acetamide